ClC1=C(C=CC=C1)C(C(=O)NC1CC(C1)(F)F)N(C(=O)[C@H]1N(C(N(C1)CCO)=O)C1=NC=CC(=C1)C#N)C1=CC(=CC=C1)F (4S)-N-(1-(2-chlorophenyl)-2-(3,3-difluorocyclobutyl-amino)-2-oxoethyl)-3-(4-cyanopyridin-2-yl)-N-(3-fluorophenyl)-1-(2-hydroxyeth-yl)-2-oxoimidazolidine-4-carboxamide